(5Z)-2-(1-thiomorpholinyl)-5-[(1-methyl-5-nitro-1H-imidazol-2-yl)methylene]thiazol-4(5H)-one N1CCS(CC1)C=1S\C(\C(N1)=O)=C/C=1N(C(=CN1)[N+](=O)[O-])C